COC(CCCCCCCCCCCC\C=C/C\C=C/C[C@H](\C=C\C=C\C#C[C@H](C\C=C/CC)O)O)=O.C[Si]([Si](Cl)(Cl)Cl)(C=C)C dimethyl-vinyl-trichlorodisilane methyl-(14Z,17Z,20R,21E,23E,27S,29Z)-20,27-dihydroxydotriaconta-14,17,21,23,29-pentaen-25-ynoate